[Si](OOCCCC)(OOCCCC)(OOCCCC)OOCCCC tetrabutoxy orthosilicate